The molecule is a trihydroxyflavanone that is (S)-naringenin substituted by a geranyl group at position 8. Isolated from Macaranga bicolor, it exhibits antibacterial and antineoplastic activities. It has a role as a metabolite, an antineoplastic agent and an antibacterial agent. It is a trihydroxyflavanone, a member of 4'-hydroxyflavanones and a (2S)-flavan-4-one. It derives from a (S)-naringenin. CC(=CCC/C(=C/CC1=C2C(=C(C=C1O)O)C(=O)C[C@H](O2)C3=CC=C(C=C3)O)/C)C